trans-3-fluoro-5-[(3S)-2-[4-[(6-methylpyridazin-4-yl)methyl]cyclohexanecarbonyl]isoxazolidin-3-yl]benzonitrile FC=1C=C(C#N)C=C(C1)[C@H]1N(OCC1)C(=O)[C@@H]1CC[C@H](CC1)CC1=CN=NC(=C1)C